racemic-2-(((3-butyl-3-ethyl-5-(4-fluorophenyl)-7-(methylthio)-1,1-dioxido-2,3,4,5-tetrahydro-1,5-benzothiazepin-8-yl)methyl)thio)-2-methylpropanoic acid C(CCC)[C@]1(CS(C2=C(N(C1)C1=CC=C(C=C1)F)C=C(C(=C2)CSC(C(=O)O)(C)C)SC)(=O)=O)CC |r|